E-2-chloro-5-(3-chloro-1-((2-(trimethylsilyl)ethoxy)methyl)-1H-pyrazol-4-yl)-N-(2,4-dimethoxybenzyl)pyrimidin-4-amine ClC1=NC=C(C(=N1)NCC1=C(C=C(C=C1)OC)OC)C=1C(=NN(C1)COCC[Si](C)(C)C)Cl